O1BOCC1 [1,3,2]Dioxaborolane